(S)-8-(2-((3-methyl-2,6-dioxo-2,3-dihydropyrimidin-1(6H)-yl)methyl)thieno[3,2-b]pyridin-7-yl)-1-(pyrrolidin-3-yl)-1,2,3,4-tetrahydroquinoline-6-carbonitrile, formic acid salt C(=O)O.CN1C(N(C(C=C1)=O)CC1=CC2=NC=CC(=C2S1)C=1C=C(C=C2CCCN(C12)[C@@H]1CNCC1)C#N)=O